2-chloro-4-fluoro-6-(hydroxymethyl)pyridin-3-ol ClC1=NC(=CC(=C1O)F)CO